[Si](C1=CC=CC=C1)(C1=CC=CC=C1)(C(C)(C)C)OC=1C=C(C=C(C1OC)OC)COCCOCCNC {2-[2-({3-[(tert-butyldiphenylsilyl)oxy]-4,5-dimethoxyphenyl}methoxy)ethoxy]ethyl}(methyl)amine